CC(C[C@@H](C(N[C@@H](C[C@H]1C(NCC1)=O)C(COC(F)(F)F)=O)=O)N1N=NC(=C1)C(=O)NC1=C(C=CC=C1)C)C 1-((S)-4-methyl-1-oxo-1-(((S)-3-oxo-1-((S)-2-oxopyrrolidin-3-yl)-4-(trifluoromethoxy)butan-2-yl)amino)pentan-2-yl)-N-(o-tolyl)-1H-1,2,3-triazole-4-carboxamide